C1(CCC1)N1C(C=C(C2=C1N=C(N=C2)NC2=NN(C=C2)C2=CC(=CC=C2)F)C)=O 8-Cyclobutyl-2-((1-(3-fluorophenyl)-1H-pyrazol-3-yl)amino)-5-methylpyrido[2,3-d]pyrimidin-7(8H)-one